isopropyl (trans-4-(5-(2-(N-(tert-butyl)sulfamoyl)-4-(2-(methyl-amino)ethoxy)phenyl)thiazol-2-yl)cyclohexyl)carbamate C(C)(C)(C)NS(=O)(=O)C1=C(C=CC(=C1)OCCNC)C1=CN=C(S1)[C@@H]1CC[C@H](CC1)NC(OC(C)C)=O